C(C)(=O)OC1(CC(C2(C1C(OC=C2)O)O)O)C 1,4a,5-trihydroxy-7-methyl-1,4a,5,6,7,7a-hexahydrocyclopenta[c]pyran-7-yl acetate